4-chloro-9-(1-(3-(hydroxymethyl)bicyclo[1.1.1]pentane-1-carbonyl)piperidin-4-yl)-7,7-dimethylindolo[1,2-a]quinazolin-5(7H)-one ClC=1C=2C(N=C3N(C2C=CC1)C1=CC=C(C=C1C3(C)C)C3CCN(CC3)C(=O)C31CC(C3)(C1)CO)=O